N-(3-hydroxypropyl)-N,N-dimethylprop-2-yn-1-aminium OCCC[N+](CC#C)(C)C